2-methyl-pentenal CC(C=O)=CCC